4-(2-(((tetrahydrofuran-2-yl)methyl)-amino)ethoxy)benzamide O1C(CCC1)CNCCOC1=CC=C(C(=O)N)C=C1